C(C)(C)(C)OC(NCCC1=CNC2=C(C=CC(=C12)OC)C)=O (2-(4-methoxy-7-methyl-1H-indol-3-yl)ethyl)carbamic acid tert-butyl ester